2-methyl-1-(2-(((1R,2S)-2-((E)-1-phenylbut-1-en-2-yl)cyclopropyl)amino)-7-azaspiro[3.5]nonan-7-yl)propan-2-ol dihydrochloride Cl.Cl.CC(CN1CCC2(CC(C2)N[C@H]2[C@@H](C2)/C(=C/C2=CC=CC=C2)/CC)CC1)(C)O